2-(2,6-dioxopiperidin-3-yl)-1-oxo-N-((R)-2,2,2-trifluoro-1-(pyridin-4-yl)ethyl)isoindoline-5-carboxamide O=C1NC(CCC1N1C(C2=CC=C(C=C2C1)C(=O)N[C@@H](C(F)(F)F)C1=CC=NC=C1)=O)=O